COC1=C(C=CC=C1)C1=NN(C(=C1O)C)C 3-(2-Methoxyphenyl)-1,5-dimethyl-1H-pyrazol-4-ol